2,2-difluoro-2-(4-(tetrahydro-2H-pyran-4-yl)phenyl)acetohydrazide FC(C(=O)NN)(C1=CC=C(C=C1)C1CCOCC1)F